2-[1-[4-[[(3S)-2,6-dioxo-3-piperidinyl]amino]-2-fluoro-phenyl]-4-hydroxy-4-piperidinyl]acetic acid tert-butyl ester C(C)(C)(C)OC(CC1(CCN(CC1)C1=C(C=C(C=C1)N[C@@H]1C(NC(CC1)=O)=O)F)O)=O